6-[4-benzyloxy-6-fluoro-1-(4-fluoro-3-methyl-phenyl)-2-isopropyl-indol-3-yl]Spiro[3.3]Heptane-2-carboxylic acid C(C1=CC=CC=C1)OC1=C2C(=C(N(C2=CC(=C1)F)C1=CC(=C(C=C1)F)C)C(C)C)C1CC2(CC(C2)C(=O)O)C1